(4-chlorophenyl)-6-(2,6-dimethylpiperidin-1-yl)-2-(pyridin-3-yl)pyrimidine ClC1=CC=C(C=C1)C1=NC(=NC(=C1)N1C(CCCC1C)C)C=1C=NC=CC1